BrC1=C2C(N(C(C2=CC=C1)=O)C1C(NC(CC1)=O)=O)=O 4-bromo-2-(2,6-dioxohexa-hydropyridin-3-yl)isoindole-1,3-dione